(R)-2-(((9H-fluoren-9-yl)methoxy)carbonylamino)propionic acid C1=CC=CC=2C3=CC=CC=C3C(C12)COC(=O)N[C@@H](C(=O)O)C